C(C)OC(=O)N1CCC(C1)C=COC 4-(2-methoxyvinyl)pyrrolidine-1-carboxylic acid ethyl ester